P(=S)(SC(C)C)(OCCCC)[O-].[Zn+2].C(C)(C)SP(=S)(OCCCC)[O-] zinc isopropyl n-butyl dithiophosphate